N-(1,3-dihydroxy-2-methylpropan-2-yl)-2-methyl-5-((1-methyl-1H-imidazol-2-yl)methoxy)benzofuran-3-carboxamide OCC(CO)(C)NC(=O)C1=C(OC2=C1C=C(C=C2)OCC=2N(C=CN2)C)C